C1(CC1)C(=O)NC1=NC=C(C(=O)NC)C(=C1)NC1=NC=CC(=C1OC)C1=NN(C=N1)C 6-(cyclopropanecarboxamido)-4-((3-methoxy-4-(1-methyl-1H-1,2,4-triazol-3-yl)pyridin-2-yl)amino)-N-methylnicotinamide